N-(4-{1-[(1,3-benzothiazol-6-yl)carbonyl]piperidin-4-yl}butyl)thieno[2,3-c]pyridine-2-carboxamide S1C=NC2=C1C=C(C=C2)C(=O)N2CCC(CC2)CCCCNC(=O)C2=CC=1C(=CN=CC1)S2